C1(CC1)C(=O)N1C=NC=C1 cyclopropyl-(1H-imidazol-1-yl)methanone